F[C@@H]1CN(C[C@H]([C@@H]1NC(=O)C1=CC(=CC=2N(C=NC21)CC(F)(F)F)C#CCNC=2C(OC)=CC(=C(C2)S(=O)(=O)C)F)C)C N-[(3R,4S,5R)-3-fluoro-1-methyl-5-methyl-4-piperidyl]-6-[3-(5-fluoro-4-mesyl-2-anisidino)-1-propynyl]-1-(2,2,2-trifluoroethyl)-1H-1,3-benzimidazole-4-carboxamide